FC(C1=CC=C(CCN[C@@H]2CCCC=3C4=CC=CC=C4NC23)C=C1)(F)F (R)-N-(4-(trifluoromethyl)phenethyl)-2,3,4,9-tetrahydro-1H-carbazol-1-amine